2-(3-isopropyl-2-(2-methylpyridin-4-yl)-1H-indol-5-yl)-N-(((R)-pyrrolidin-3-yl)methyl)propionamide C(C)(C)C1=C(NC2=CC=C(C=C12)C(C(=O)NC[C@H]1CNCC1)C)C1=CC(=NC=C1)C